6-bromo-N-(4-(2-morpholinyl-2-oxoethyl)-2-(piperidin-1-yl)phenyl)pyridineamide BrC1=CC=CC(=N1)C(=O)NC1=C(C=C(C=C1)CC(=O)N1CCOCC1)N1CCCCC1